1-(2-((2-((3-chloro-2-fluorobenzyl)amino)-2-oxoethyl)(4-hydroxybut-2-yl)amino)-2-oxoethyl)-1H-indazole-3-carboxamide ClC=1C(=C(CNC(CN(C(CN2N=C(C3=CC=CC=C23)C(=O)N)=O)C(C)CCO)=O)C=CC1)F